FC([C@H](CC(=O)N1CC2(CCCC2)C(CC1)(O)CN1C=C(C(=CC1=O)C1=CC=CC=C1)C(=O)N(C)C)C1=CC=CC=C1)F 1-((7-((R)-4,4-Difluoro-3-phenylbutanoyl)-10-hydroxy-7-azaspiro[4.5]decan-10-yl)methyl)-N,N-dimethyl-6-oxo-4-phenyl-1,6-dihydropyridine-3-carboxamide